1-(2-((5-(1-(2,2-difluoroethyl)-1H-benzo[d][1,2,3]triazol-6-yl)-4-methoxy-7H-pyrrolo[2,3-d]pyrimidin-2-yl)amino)-7-azaspiro[3.5]nonan-7-yl)ethan-1-one FC(CN1N=NC2=C1C=C(C=C2)C2=CNC=1N=C(N=C(C12)OC)NC1CC2(C1)CCN(CC2)C(C)=O)F